2,3-dibromoquinoline BrC1=NC2=CC=CC=C2C=C1Br